NC1=NN(C=C1)C 3-Amino-1-methyl-1H-pyrazol